(carbazol-3-yl)boric acid C1=CC(=CC=2C3=CC=CC=C3NC12)OB(O)O